chlorine sulfur oxide S=O.[Cl]